C(C)(C)(C)OC(N[C@@H]1CN(C[C@H](C1)F)C=1C=NC=CC1)=O.BrC1=C2C=CC=NC2=C(C=C1)NC(C1=CC=CC=C1)=O N-(5-bromoquinolin-8-yl)benzamide tert-Butyl-N-[(3S,5S)-5-fluoro-1-(pyridin-3-yl)piperidin-3-yl]carbamate